Cl.CC1=CC(=NS1)N 5-methylisothiazol-3-amine HCl salt